The molecule is a metal chloride salt with a K(+) counterion. It has a role as a fertilizer. It is a potassium salt and an inorganic chloride. [Cl-].[K+]